vitamin C butyrate C(CCC)(=O)O.OC=1[C@H](OC(C1O)=O)[C@H](CO)O